C1(CCC1)C1(CC1)N1C=C(C(=CC1=O)NC1CCN(CC1)C)C(=O)N[C@H](C)C1=C(C(=CC=C1)C(F)F)F (R)-1-(1-cyclobutylcyclopropyl)-N-(1-(3-(difluoromethyl)-2-fluorophenyl)ethyl)-4-((1-methylpiperidin-4-yl)amino)-6-oxo-1,6-dihydropyridine-3-carboxamide